S1C=C(C=C1)C#CNC1=CC=CC=C1 2-(3-thienyl)ethynylaniline